FC1=C(C=CC(=C1F)CC(C)C)B(O)O 2,3-DIFLUORO-4-ISOBUTYLPHENYLBORONIC ACID